Cl.Cl.CN(CCN1C(OC2=C1C=CC(=C2)N2CC(NCC2)(C)C)=O)C 3-[2-(dimethylamino)ethyl]-6-(3,3-dimethylpiperazin-1-yl)-1,3-benzooxazol-2-one dihydrochloride